C(#N)C=1C=C(C=NC1)[C@H]1N(OCC1)C(=O)C1(CCN(CC1)C1=NC=CC(=N1)C(=O)O)C 2-[4-[(3S)-3-(5-Cyano-3-pyridyl)isoxazolidine-2-carbonyl]-4-methyl-1-piperidyl]pyrimidine-4-carboxylic acid